BrC1=C(N=C2N(C1=O)C=CS2)N[C@H]2CN(C[C@H](C2)C2=CC=C(C=C2)OCC(N2CCNCC2)=O)C 6-bromo-7-(((3R,5R)-1-methyl-5-(4-(2-oxo-2-(piperazin-1-yl)ethoxy)phenyl)piperidin-3-yl)amino)-5H-thiazolo[3,2-a]pyrimidin-5-one